N(=[N+]=[N-])C(CCC1(OC1)C)CN=[N+]=[N-] 2-(3,4-Diazidobutyl)-2-methyloxirane